bromo-4''-methyldispiro[[1,3]dioxolane-2,1'-cyclohexane-4',1''-indene] BrC=1C2(C3=CC=CC(=C3C1)C)CCC1(CC2)OCCO1